5-((1-(4-benzylphenoxy)-4-fluorocyclohexyl)ethynyl)-3-hydroxypyridinium C(C1=CC=CC=C1)C1=CC=C(OC2(CCC(CC2)F)C#CC=2C=C(C=[NH+]C2)O)C=C1